1-(4-aminopiperidin-1-yl)-2-(methoxyimino)propane-1-one NC1CCN(CC1)C(C(C)=NOC)=O